dimethylaminopropyl-butenamide CN(C)CCCC(C(=O)N)=CC